BrC=1C=CC(=C(C1)CCO)N1CC(CC1)OC1=NC=CC=C1C 2-(5-bromo-2-(3-(3-methylpyridin-2-yloxy)pyrrolidin-1-yl)phenyl)ethanol